NC1=C(C(=NN1CC(=O)[O-])C1=CC=CC=C1)C#CC1=CC=CC=C1.[Na+] Sodium 2-[5-amino-3-phenyl-4-(2-phenylethynyl)-1H-pyrazol-1-yl]acetate